NC1=NN2C(C=C(C=C2)C2=C3C=NN(C3=CC(=C2)C(=O)NCC2=C(C=CC(=C2)F)OC2CCOCC2)C)=N1 4-(2-amino-[1,2,4]triazolo[1,5-a]pyridin-7-yl)-N-(5-fluoro-2-((tetrahydro-2H-pyran-4-yl)oxy)benzyl)-1-methyl-1H-indazole-6-carboxamide